C1(=CC=CC=C1)[C@@H](C)O |r| (±)-1-phenylethylalcohol